OC1(CN(C1)C)C#CC1=CC2=C(OC[C@@H](C(N2C)=O)NC(C2=NC=CC(=C2)OC2=CC=CC=C2)=O)C=C1 (S)-N-(7-((3-Hydroxy-1-methylazetidin-3-yl)ethynyl)-5-methyl-4-oxo-2,3,4,5-tetrahydrobenzo[b][1,4]oxazepin-3-yl)-4-phenoxypicolinamid